3-hydroxy-4-phospho-hydroxy-α-ketobutyrate C([C@H](C(=O)C(=O)[O-])O)OP(=O)([O-])[O-]